[2-(3,5-difluorophenyl)ethyl]-3-[(5-phenylpyrimidin-2-yl)amino]benzamide FC=1C=C(C=C(C1)F)CCC1=C(C(=O)N)C=CC=C1NC1=NC=C(C=N1)C1=CC=CC=C1